C(=O)[O-].C(C)(=O)OC1=C(C=CC=C1)CCC(=O)OC(C)[N+]1(CCC=C(C1)C1=NSN=C1OCCCCCC)C 1-(1-((3-(2-acetoxyphenyl)propanoyl)oxy)ethyl)-5-(4-(hexyloxy)-1,2,5-thiadiazol-3-yl)-1-methyl-1,2,3,6-tetrahydropyridin-1-ium formate